(1S,2S,3R,4S,5R,6R)-5-amino-1-hydroxymethyl-7-oxabicyclo[4.1.0]Heptane-2,3,4-triol N[C@@H]1[C@@H]([C@H]([C@@H]([C@@]2(O[C@H]12)CO)O)O)O